(2R,5R)-2,5-dimethyl-4-[5-(trifluoromethyl)pyrimidin-2-yl]piperazine-1-carbonyl chloride C[C@H]1N(C[C@H](N(C1)C1=NC=C(C=N1)C(F)(F)F)C)C(=O)Cl